C(CCCCCCC(=N)SCC)(=N)SCC diethyl suberthioimidate